N-Cyclohexylaminopropanesulfonic acid C1(CCCCC1)NC(CC)S(=O)(=O)O